[Na].O[C@@H](CO)[C@@H]1C=C(C(O1)=O)O (S)-5-((S)-1,2-dihydroxyethyl)-3-hydroxyfuran-2(5H)-one, sodium salt